(S)-tert-butyl methyl(1-oxo-1-((2-(4'-(trifluoromethoxy)-[1,1'-biphenyl]-4-yl)ethyl)amino)hexan-2-yl)carbamate CN(C(OC(C)(C)C)=O)[C@H](C(NCCC1=CC=C(C=C1)C1=CC=C(C=C1)OC(F)(F)F)=O)CCCC